O[C@@]1(CC[C@@H]2[C@H]3CC[C@@]4([C@H](CC[C@H]4[C@@H]3CC[C@@H]2C1)CC(CN1N=CC(=C1)C#N)=O)C)C 1-(3-((3R,5R,8R,9R,10S,13R,14S,17R)-3-hydroxy-3,13-dimethylhexadecahydro-1H-cyclopenta[a]phenanthren-17-yl)-2-oxopropyl)-1H-pyrazole-4-carbonitrile